(3aR,5s,6aS)-N-(6-(2,4-dimethyl-2H-indazol-5-yl)pyridazin-3-yl)-2-(pyridin-2-ylmethyl)-octahydrocyclopenta-[c]pyrrol-5-amine CN1N=C2C=CC(=C(C2=C1)C)C1=CC=C(N=N1)NC1C[C@@H]2[C@@H](CN(C2)CC2=NC=CC=C2)C1